N'-acetyl-2-amino-6-(3-fluoro-2-methylphenyl)imidazo[1,2-a]pyridine-3-carbohydrazide C(C)(=O)NNC(=O)C1=C(N=C2N1C=C(C=C2)C2=C(C(=CC=C2)F)C)N